4-(4-(2-oxo-1,2-dihydropyrimidin-5-yl)phenyl)-N-(pyridin-3-yl)butanamide O=C1NC=C(C=N1)C1=CC=C(C=C1)CCCC(=O)NC=1C=NC=CC1